diphenyl-(p-tolyl)sulfobromide C1(=CC=CC=C1)C=1C(=C(C=CC1OS(=O)(=O)Br)C)C1=CC=CC=C1